ClC1=NC(=NC(=N1)C=1C=NC=CC1)C=1C=NC=CC1 4-chloro-2,6-bis(3-pyridinyl)-1,3,5-triazine